[N+](=O)([O-])S (nitro) thiol